rac-(2r,5s)-5-(4-bromophenyl)-2-methylmorpholine BrC1=CC=C(C=C1)[C@H]1CO[C@@H](CN1)C |r|